C(C)(C)C1=NC(=CC=C1C=1C=C(C(N(C1)C)=O)C)N1CCN(CC1)CC1=NC=C(N=C1)N1CCNCC1 5-[2-isopropyl-6-[4-[(5-piperazin-1-ylpyrazin-2-yl)methyl]piperazin-1-yl]-3-pyridyl]-1,3-dimethyl-pyridin-2-one